Montanic acid magnesium salt [Mg+2].C(CCCCCCCCCCCCCCCCCCCCCCCCCCC)(=O)[O-].C(CCCCCCCCCCCCCCCCCCCCCCCCCCC)(=O)[O-]